C1(CC1)C1=NN(C(=C1SCC)C1=NC2=C(C=NC(=C2)C(F)(F)F)N1C)C(=O)N(C)C 3-cyclopropyl-4-(ethylthio)-N,N-dimethyl-5-(3-methyl-6-(trifluoromethyl)-3H-imidazo[4,5-c]pyridine-2-yl)-1H-pyrazole-1-carboxamide